2-[(3,3-dimethylindolin-1-yl)methyl]-4-oxo-3H-quinazoline-6-carbonitrile CC1(CN(C2=CC=CC=C12)CC1=NC2=CC=C(C=C2C(N1)=O)C#N)C